dimorpholinomethane O1CCN(CC1)CN1CCOCC1